C(#N)C=1C=NC(=NC1)N1CC2COCC(C1)N2C(=O)OC2CC1(CN(C1)CC1=CC=CC=C1)C2 2-benzyl-2-azaspiro[3.3]heptan-6-yl 7-(5-cyanopyrimidin-2-yl)-3-oxa-7,9-diazabicyclo[3.3.1]nonane-9-carboxylate